tert-butyl 7-methyl-2-(4-(trifluoromethyl)pyridin-2-yl)-2,8-diazaspiro[4.5]decane-8-carboxylate CC1CC2(CCN(C2)C2=NC=CC(=C2)C(F)(F)F)CCN1C(=O)OC(C)(C)C